NC1=CC(=C(OC=2C=C(C=CC2)S(=O)(=NCC(F)(F)F)C)C=C1C)C (3-(4-amino-2,5-dimethylphenoxy)phenyl)(methyl)((2,2,2-trifluoroethyl)imino)-λ6-sulfanone